C1(=CC=CC=C1)PC1=CC=CC=C1.C1(=CC=CC=C1)PC1=CC=CC=C1.[Zn] Zinc bisdiphenylphosphine